N1(CCC1)C1=CC(=C(C=C1)S(=O)(=O)N1CCC(CC1)(C(=O)O)F)C1=C(C=CC=C1)C 1-[4-(azetidin-1-yl)-2-(o-tolyl)phenyl]sulfonyl-4-fluoro-piperidine-4-carboxylic acid